FC(C1=NC=CC=C1OCC1CN(CCC1)C=O)(F)F (3-(((2-(trifluoromethyl)pyridin-3-yl)Oxy)methyl)piperidin-1-yl)methanone